4-chloro-2,5-bis(methoxy-acetoacetyl)benzene ClC1=CC(=CC=C1C(CC(=O)COC)=O)C(CC(=O)COC)=O